C(C)OC1CC(C1)OC1CCN(CC1)C=1C=C(C=CC1C(F)(F)F)C#CCO 3-(3-(4-(3-ethoxycyclobutoxy)piperidin-1-yl)-4-(trifluoromethyl)phenyl)prop-2-yn-1-ol